10'-(2-hydroxyethyl)-11'-oxo-3',4',7',8',10',11'-hexahydrospiro[cyclopropane-1,9'-pyrido[4',3':3,4]pyrazolo[1,5-a][1,4]diazepine] OCCN1C(C=2N(CCC13CC3)N=C3C2C=NCC3)=O